ClCC1=NC=C2C=C(C(NC2=C1F)=O)C 7-(chloromethyl)-8-fluoro-3-methyl-1,6-naphthyridin-2(1H)-one